3,3'-((2-(diisopropylamino)ethyl)azanediyl)bis(propan-1-ol) C(C)(C)N(CCN(CCCO)CCCO)C(C)C